C(#N)[C@H]1N(CSC1)C(CNC(=O)C1=CC=NC2=CC=C(C=C12)N1CC2(C1)OCCO2)=O (R)-N-(2-(4-cyanothiazolidin-3-yl)-2-oxoethyl)-6-(5,8-dioxa-2-azaspiro[3.4]octan-2-yl)quinoline-4-carboxamide